1,3,5-tris[4-(9-carbazolyl)phenyl]benzene C1=CC=CC=2C3=CC=CC=C3N(C12)C1=CC=C(C=C1)C1=CC(=CC(=C1)C1=CC=C(C=C1)N1C2=CC=CC=C2C=2C=CC=CC12)C1=CC=C(C=C1)N1C2=CC=CC=C2C=2C=CC=CC12